CC=1N(C=CN1)CC1=CC(=C2CCNC(C2=C1)=O)C=1C(=NN(C1)C)C(F)(F)F 7-((2-methyl-1H-imidazol-1-yl)methyl)-5-(1-methyl-3-(trifluoromethyl)-1H-pyrazol-4-yl)-1-oxo-3,4-dihydroisoquinolin